5-(2-methoxypyridin-4-yl)-2-((5-methyl-3-(6-methylpyridin-3-yl)isoxazol-4-yl)methyl)pyridazin-3(2H)-one COC1=NC=CC(=C1)C1=CC(N(N=C1)CC=1C(=NOC1C)C=1C=NC(=CC1)C)=O